C(CCC)C1OCC1 normal butyl-oxetane